C(C)(C)(C)OOC(C=1C(C(=O)OOC(C)(C)C)=CC=CC1)=O di-t-butyldiperoxyphthalate